C1NCC12CCN(CC2)C2=CC=CC=1N(C(N(C12)C)=O)C1C(NC(CC1)=O)=O 3-(4-{2,7-Diazaspiro[3.5]nonan-7-yl}-3-methyl-2-oxo-1,3-benzodiazol-1-yl)piperidine-2,6-dione